CC(C)(OC(NCCOCCOCCCOCCOCCC(=O)O)=O)C 2,2-dimethyl-4-oxo-3,8,11,15,18-pentaoxa-5-azahenicosan-21-oic acid